N[C@H]1[C@@H]2N(C[C@H]1CC2)C(=O)C2=CC1=C(N(C(=N1)C=1N(C3=C(C=CC=C3C1)C1CCN(CC1)C(=O)NCC)CC1CC1)C)C(=C2)OC 4-(2-(5-((1R,4R,7R)-7-Amino-2-azabicyclo[2.2.1]heptan-2-carbonyl)-7-methoxy-1-methyl-1H-benzo[d]imidazol-2-yl)-1-(cyclopropylmethyl)-1H-indol-7-yl)-N-ethylpiperidin-1-carboxamid